ClC1=CC=C(C=C1)[C@@H]1CN(C[C@@H]1O)C(=O)C1=CC(=NN1)C1=CN=NC=C1 [(3R,4R)-3-(4-Chlorophenyl)-4-hydroxy-pyrrolidin-1-yl]-(3-pyridazin-4-yl-1H-pyrazol-5-yl)methanone